C(C)(C)(C)OC(NCCCOC=1C=CC=C2C=CC=NC12)=O (3-(quinolin-8-yloxy)propyl)carbamic acid tert-butyl ester